COP(=O)(O)O.O[Si](CCC[Na])(O)O 3-(trihydroxysilyl)propyl-sodium methyl-phosphate